[NH4+].N1(CCC1)C(=O)OC(C)(C)C tert-butyl azetidine-1-carboxylate ammonium salt